(pyrrolo[1,2-b]pyridazin-5-yl)methanone N=1N2C(C=CC1)=C(C=C2)C=O